5-[2-fluoro-4-(fluoromethoxy)phenyl]-imidazole-2-carboxamide FC1=C(C=CC(=C1)OCF)C1=CN=C(N1)C(=O)N